2-((4-fluorophenyl)sulfonylamino)-N-(4-(4-methylphenyl)thiazol-2-yl)benzamide FC1=CC=C(C=C1)S(=O)(=O)NC1=C(C(=O)NC=2SC=C(N2)C2=CC=C(C=C2)C)C=CC=C1